N1=CC(=CC=C1)C[C@@H]1N2CCC([C@@H]1NC(=O)C=1OC3=C(C1)C=CC=C3)CC2 N-[(2S,3S)-2-(pyridin-3-ylmethyl)-1-azabicyclo[2.2.2]oct-3-yl]-1-benzofuran-2-carboxamide